ClC=1C=C(C#N)C=CC1OCCOC1=CC(=CC=C1)C1=CN=CS1 3-chloro-4-(2-(3-(thiazol-5-yl)phenoxy)ethoxy)benzonitrile